chloro-3-iodopyrazolo[1,5-a]pyrimidine ClC1=NN2C(N=CC=C2)=C1I